1-(1-(2-fluorophenyl)-1H-1,2,3-triazol-4-yl)propan-1-ol FC1=C(C=CC=C1)N1N=NC(=C1)C(CC)O